(Z)-N1-(octadeca-9-en-1-yl)propane-1,3-diamine C(CCCCCCC\C=C/CCCCCCCC)NCCCN